(4-phenylthiophenyl)-diphenyl-sulfonium triflate [O-]S(=O)(=O)C(F)(F)F.C1(=CC=CC=C1)SC1=CC=C(C=C1)[S+](C1=CC=CC=C1)C1=CC=CC=C1